iron-manganese oxysulfide O=S.[Mn].[Fe]